C(C=C)[Pd-2](Cl)=C1N(C=CN1C1=C(C=CC=C1C(C)C)C(C)C)C1=C(C=CC=C1C(C)C)C(C)C Allyl-[1,3-bis(2,6-diisopropylphenyl)imidazol-2-ylidene]chloropalladium(II)